C1(=CCCC1)C=1C=C(C=NC1)C(O)(C1=CC=C(C=C1)C(C)C)C1(CN(C1)C)C (5-cyclopent-1-enyl-pyridin-3-yl)-(1,3-dimethyl-azetidin-3-yl)-(4-isopropyl-phenyl)-methanol